(R)-8-amino-2-ethyl-7-methyl-2,3-dihydrobenzo[f][1,4]oxazepin-4(5H)-carboxylic acid benzyl ester C(C1=CC=CC=C1)OC(=O)N1C[C@H](OC2=C(C1)C=C(C(=C2)N)C)CC